CC1(OB(OC1(C)C)C1=NCC=CC1)C (4,4,5,5-tetramethyl-1,3,2-dioxaborolan-2-yl)-3,6-dihydropyridine